(4-Ethynyl-2-fluorophenyl)(6-(methyl(7H-pyrrolo[2,3-d]pyrimidin-4-yl)amino)-2-azaspiro[3.3]heptan-2-yl)methanon C(#C)C1=CC(=C(C=C1)C(=O)N1CC2(C1)CC(C2)N(C=2C1=C(N=CN2)NC=C1)C)F